The molecule is an organic heterobicyclic compound that is 7,7a-dihydrocyclopenta[b]pyran-6(2H)-one substituted by a hydroxy group at position 5 and a prop-2-en-1-ylidene group at position 7 (the E isomer). Isolated from the sponge Ulosa and ascidian Diplosoma virens, it exhibits antimicrobial activity and toxicity against HCT116 cells (human colorectal cancer cells) by triggering apoptotic cell death. It has a role as a metabolite, an antimicrobial agent and an antineoplastic agent. It is an organic heterobicyclic compound, an enol, an enone and a cyclic ether. C=C/C=C/1\\C2C(=C(C1=O)O)C=CCO2